3-(2-(tert-butoxycarbonyl)-7-formyl-1-oxoisoindol-4-yl)-1H-pyrrolo[2,3-b]pyridine-1-carboxylic acid tert-butyl ester C(C)(C)(C)OC(=O)N1C=C(C=2C1=NC=CC2)C2=C1CN(C(C1=C(C=C2)C=O)=O)C(=O)OC(C)(C)C